5-[(1-Aminoprop-2-yl)oxy]-7-chloro-1-(3-methylpyridin-2-yl)pyrido[4,3-d]pyrimidine-2,4(1H,3H)-dione hydrochloride Cl.NCC(C)OC1=NC(=CC=2N(C(NC(C21)=O)=O)C2=NC=CC=C2C)Cl